(difluoromethyl)-2-methylpiperazin FC(F)N1C(CNCC1)C